2-methylbenzo[d]oxazole-6-carbonyl chloride CC=1OC2=C(N1)C=CC(=C2)C(=O)Cl